3-hydroxy-3-(6-(trifluoromethyl)pyridin-3-yl)propanenitrile OC(CC#N)C=1C=NC(=CC1)C(F)(F)F